2-(3-fluorophenyl)-N-(6-(furan-3-yl)-2-(3-hydroxy-3-methylbutyl)-2H-indazol-5-yl)thiazole-4-carboxamide FC=1C=C(C=CC1)C=1SC=C(N1)C(=O)NC1=CC2=CN(N=C2C=C1C1=COC=C1)CCC(C)(C)O